formamidyl-iodine C(=O)NI